Ethyl 2-bromo-2-(4-chloro-2-fluorophenyl)acetate BrC(C(=O)OCC)C1=C(C=C(C=C1)Cl)F